C(C)(N)=S acetthiamide